COC1=NN(C=C1C(=O)NC1=NC(=CC=C1)C=1N2C(=NN1)CC[C@@H]2C=C)C2=NC=CN=C2 (R)-3-methoxy-1-(pyrazin-2-yl)-N-(6-(5-vinyl-6,7-dihydro-5H-pyrrolo[2,1-c][1,2,4]triazol-3-yl)pyridin-2-yl)-1H-pyrazole-4-carboxamide